3-(5-Methyl-1,3-thiazol-2-yl)-5-(prop-2-yn-1-yloxy)-N-{(1R)-1-[2-(trifluoromethyl)pyrimidin-5-yl]ethyl}benzamide CC1=CN=C(S1)C=1C=C(C(=O)N[C@H](C)C=2C=NC(=NC2)C(F)(F)F)C=C(C1)OCC#C